(S)-quinuclidin-3-yl (7-(benzofuran-3-yl)-4-methylchroman-4-yl)carbamate O1C=C(C2=C1C=CC=C2)C2=CC=C1C(CCOC1=C2)(C)NC(O[C@@H]2CN1CCC2CC1)=O